amino-5-cyano-6-((1-(4-oxo-2-phenyl-1,4-dihydroquinolin-3-yl)propyl)amino)pyrimidine NC1=NC(=C(C=N1)C#N)NC(CC)C1=C(NC2=CC=CC=C2C1=O)C1=CC=CC=C1